C(C)OC(=O)C=1NC2=CC(=CC(=C2C1)NC1=NC=C(C=C1)F)NC(C)=O 4-((5-Fluoropyridin-2-yl)amino)-6-acetylamino-1H-indole-2-carboxylic acid ethyl ester